BrC1=C(C=C2C(=C(C(N3C2=C1OCC3)=O)C#N)N3[C@H](CN(CC3)C(=O)OC(C)(C)C)C)Cl (S)-tert-butyl 4-(10-bromo-9-chloro-6-cyano-5-oxo-3,5-dihydro-2H-[1,4]oxazino[2,3,4-ij]quinolin-7-yl)-3-methylpiperazine-1-carboxylate